3-((5-(6,7-dimethoxy-3-oxo-1,3-dihydronaphtho[2,3-c]furan-4-yl)pyridin-2-yl)(methyl)amino)-1-methyl-1H-pyrazol-4-carbonitrile COC1=CC2=C(C3=C(COC3=O)C=C2C=C1OC)C=1C=CC(=NC1)N(C1=NN(C=C1C#N)C)C